N-(5-((6-fluoropyrazolo[1,5-a]pyridin-2-yl)ethynyl)-8-(methylamino)-2,7-naphthyridin-3-yl)cyclopropanecarboxamide FC=1C=CC=2N(C1)N=C(C2)C#CC2=C1C=C(N=CC1=C(N=C2)NC)NC(=O)C2CC2